[Cu].N[C@@H](CC1=CNC2=CC=CC=C12)C(=O)O tryptophan copper